C(C1=CC=CC=C1)OC=1C(=C(C=2C[C@@H]([C@H](CC2C1)O[Si](C)(C)C(C)(C)C)NC(=O)OC(C)(C)C)F)NCC(=O)OC methyl {[(6S,7S)-3-(benzyloxy)-7-[(tert-butoxycarbonyl)amino]-6-{[tert-butyl(dimethyl)silyl]oxy}-1-fluoro-5,6,7,8-tetrahydronaphthalen-2-yl]amino}acetate